(2-(pyridin-3-yl)ethyl)-1H-indazole-3-carboxamide N1=CC(=CC=C1)CCN1N=C(C2=CC=CC=C12)C(=O)N